N-((cis)-3-(5-chloro-2-cyanophenyl)cyclobutyl)-1-((S)-1-(5-methyl-6-((1R,5S)-2-oxo-3-azabicyclo[3.1.0]hexan-3-yl)pyridin-3-yl)ethyl)-1H-pyrazole-4-carboxamide ClC=1C=CC(=C(C1)[C@H]1C[C@H](C1)NC(=O)C=1C=NN(C1)[C@@H](C)C=1C=NC(=C(C1)C)N1C([C@@H]2C[C@@H]2C1)=O)C#N